(S)-2-(((benzyloxy)carbonyl)amino)-2-(4,4-difluorocyclohexyl)acetic acid C(C1=CC=CC=C1)OC(=O)N[C@H](C(=O)O)C1CCC(CC1)(F)F